C(CCCCCCC)(=O)[O-].C(CCCCCCC)(=O)[O-].C(CCCCCCC)(=O)[O-].COC(=O)[Sn+3]C1=CC=CC=C1 methoxycarbonyl-phenyl-tin trioctanoate